F[C@@H]1C[C@H](N(C1)C(CC1=NOC=C1)=O)C(=O)N[C@H](C1=CC=C(C=C1)C(C)C)C1=CC=CC=C1 (2S,4R)-4-fluoro-1-[2-(1,2-oxazol-3-yl)acetyl]-N-[(S)-phenyl[4-(propan-2-yl)phenyl]methyl]pyrrolidine-2-carboxamide